2,2'-(((2-ethyl-2-((oxiran-2-ylmethoxy)methyl)propane-1,3-diyl)bis(oxy))bis(methylene))bis(oxirane) C(C)C(COCC1OC1)(COCC1OC1)COCC1OC1